glyceryl tridecylate C(CCCCCCCCCCCC)(=O)OCC(O)CO